NC=1C=C(C=CC1)C(=O)C=1NC2=CC(=CC=C2C1)OC (3-aminophenyl)(6-methoxy-1H-indol-2-yl)methanone